C(C)(C)N1N=CC=2C1=NC(=NC2)C(=O)O 1-isopropyl-1H-pyrazolo[3,4-d]Pyrimidine-6-carboxylic acid